C(C)OC(=O)C=1C(OC2=CC(=CC=C2C1)N(CC)CC)=O 7-(diethylamino)-2-oxo-2H-chromene-3-carboxylic acid ethyl ester